P(=O)(OCC1=CC=CC=C1)(OCC1=CC=CC=C1)OCCCCCO dibenzyl (5-hydroxypentyl) phosphate